C(CCC)NC[C@H](O)C1=CC(=C(C=C1)F)O (R)-2-(butylamino)-1-(4-fluoro-3-hydroxyphenyl)-1-ethanol